FC1=CC=C(C=C1)S(=O)(=O)NC=1C=C(C=CC1)N1N=NC(=C1)C1=C(C(=O)O)C=CN=C1 (1-(3-((4-fluorophenyl)sulphonamido)phenyl)-1H-1,2,3-triazol-4-yl)isonicotinic acid